methyl 3-bromo-1-(2-trimethylsilylethoxymethyl)pyrazole-5-carboxylate BrC1=NN(C(=C1)C(=O)OC)COCC[Si](C)(C)C